[NH4+].O[C@H]1[C@H](NCC1)C(=O)O cis-3-hydroxy-L-proline ammonium